4-[[(2S,3R,4R,5S)-3-(3,4-Difluoro-2-methoxy-phenyl)-4,5-dimethyl-5-(trifluoromethyl)tetrahydrofuran-2-carbonyl]amino]-3-methyl-pyridin-2-carboxamid FC=1C(=C(C=CC1F)[C@@H]1[C@H](O[C@@]([C@@H]1C)(C(F)(F)F)C)C(=O)NC1=C(C(=NC=C1)C(=O)N)C)OC